(E)-3-[4-(imidazol-1-ylmethyl)phenyl]prop-2-enoic acid N1(C=NC=C1)CC1=CC=C(C=C1)/C=C/C(=O)O